7-chloro-3H-imidazo[4,5-b]pyridine ClC1=C2C(=NC=C1)NC=N2